ClC=1C(=NC(=NC1)NC1COCC1)C1=CC=C2CN(C(C2=C1)=O)CC(N1CC2=CC=CC=C2CC1)=O 6-{5-chloro-2-[(oxolan-3-yl)amino]pyrimidin-4-yl}-2-[2-oxo-2-(1,2,3,4-tetrahydroisoquinolin-2-yl)ethyl]-2,3-dihydro-1H-isoindol-1-one